(2r,3s,7as)-3-(hydroxymethyl)tetrahydro-1H-pyrrolizine-2,7a(5H)-dicarboxylic acid 2-(tert-butyl) 7a-methyl ester COC(=O)[C@]12CCCN2[C@@H]([C@@H](C1)C(=O)OC(C)(C)C)CO